COC(\C(=C\C(=O)C1=CC2=C(C=C(C3=C2C=C(O3)C)OC)S1)\C)=O (E)-4-(4-methoxy-2-methylthieno[3,2-E]benzofuran-7-yl)-2-methyl-4-oxobut-2-enoic acid methyl ester